FC(C(=O)O)(F)F.C12(CC3CC(CC(C1)C3)C2)CCN2CCNCC2 1-(2-((3r,5r,7r)-adamantan-1-yl)ethyl)piperazine trifluoroacetate